C1(CC1)[C@@](CNC(=O)C1=NOC(N1)=O)(CC1=CC=C(C=C1)F)C (S)-N-(2-cyclopropyl-3-(4-fluorophenyl)-2-methylpropyl)-5-oxo-4,5-dihydro-1,2,4-oxadiazole-3-carboxamide